C(#C)C1=CC(=C(C(=N1)F)C1=C(C2=C(N=CN=C2N)N1C)C1=CC(=C(C=C1)OC1=NC=CC(=N1)C)F)C 6-(6-ethynyl-2-fluoro-4-methylpyridin-3-yl)-5-(3-fluoro-4-((4-methylpyrimidin-2-yl)oxy)phenyl)-7-methyl-7H-pyrrolo[2,3-d]pyrimidin-4-amine